2-(1-benzyl-1H-indazol-5-yloxy)-pyridino[3,4-d]pyrimidin-4-ol C(C1=CC=CC=C1)N1N=CC2=CC(=CC=C12)OC=1N=C(C2=C(N1)C=NC=C2)O